2-[3-[2-(2-aminothiazol-4-yl)phenyl]-3,3-difluoro-propyl]isoindoline-1,3-dione NC=1SC=C(N1)C1=C(C=CC=C1)C(CCN1C(C2=CC=CC=C2C1=O)=O)(F)F